2-fluorophenyl-piperidine FC1=C(C=CC=C1)N1CCCCC1